C1(=CC=CC=C1)C1=C(C=C(C=N1)C#CC=O)C(F)(F)F 3-[6-phenyl-5-(trifluoromethyl)pyridin-3-yl]prop-2-yn-1-one